3-bromo-2-(2-isobutoxy-6-methylphenyl)-4,5,6,7-tetrahydro-2H-pyrazolo[4,3-c]Pyridine BrC=1N(N=C2C1CNCC2)C2=C(C=CC=C2C)OCC(C)C